COC1=NC=CC(=C1)CC(=O)NC1=NNC(=C1)[C@@H]1C[C@@H](CC1)N(C([O-])=O)[C@@H](C)[C@H](C)F |o1:26,28| (1R,3S)-3-(3-{[(2-methoxypyridin-4-yl)acetyl]amino}-1H-pyrazol-5-yl)cyclopentyl[(2S*,3S*)-3-fluorobutan-2-yl]carbamate